(1R,3S,5R)-2-azabicyclo[3.1.0]hexane-3-carboxylic acid [C@@H]12N[C@@H](C[C@H]2C1)C(=O)O